ClC=1C=C2CCC[C@]3(C2=CC1)CN(C1=C(OC3)C=CC(=C1)C(=O)OC(C)(C)C)C[C@@H]1[C@](CC1)(C)[C@@H](CC=C)O (S)-TERT-BUTYL 6'-CHLORO-5-(((1S,2R)-2-((R)-1-HYDROXYBUT-3-EN-1-YL)-2-METHYLCYCLOBUTYL)METHYL)-3',4,4',5-TETRAHYDRO-2H,2'H-SPIRO[BENZO[B][1,4]OXAZEPINE-3,1'-NAPHTHALENE]-7-CARBOXYLATE